C(C)N(C1CCN(CC1)C(=O)OC(C)(C)C)C=1C2=CN(N=C2C(=CC1)C(NC=1C=C(C=2N(C1)C=C(N2)C)F)=O)C tertbutyl 4-{ethyl[7-({8-fluoro-2-methylimidazo[1,2-a]pyridin-6-yl}carbamoyl)-2-methylindazol-4-yl]amino}piperidine-1-carboxylate